N,N-dimethyl-cyclohexanaminium hydroxide [OH-].C[NH+](C1CCCCC1)C